3-[(5-fluoro-6-piperazin-1-yl-3-pyridyl)amino]piperidine-2,6-dione hydrochloride Cl.FC=1C=C(C=NC1N1CCNCC1)NC1C(NC(CC1)=O)=O